Cl.N1CC(C1)O azetidin-3-ol hydrogen chloride salt